CC1=CC=C(C=C1)CN1C(CCC1=O)CC(=O)NCC(C)C 2-[1-[(4-methylphenyl)methyl]-5-oxopyrrolidin-2-yl]-N-(2-methylpropyl)acetamide